8-chloro-N4-(3-piperidin-1-yl-propyl)-N2-(4-trifluoromethyl-pyridin-2-yl)-quinoline-2,4-diamine ClC=1C=CC=C2C(=CC(=NC12)NC1=NC=CC(=C1)C(F)(F)F)NCCCN1CCCCC1